C(C)(C)(C)OC(N([C@@H](CC1=CC=CC=C1)C=1SC=CN1)C)=O (S)-methyl-(2-phenyl-1-(thiazol-2-yl)ethyl)carbamic acid tert-butyl ester